CN(C(OCC1=CC=CC=C1)=O)[C@H]1CNCCC1 |r| (RS)-benzyl methyl(piperidin-3-yl)carbamate